NC1=C(C=C(C=N1)NC(C(=O)N1[C@@H](CC[C@H](C1)C)C1=CC=C(C=C1)C=1SC=CN1)=O)CC |o1:12,15| rel-N-(6-amino-5-ethyl-3-pyridyl)-2-[(2S,5R)-5-methyl-2-(4-thiazol-2-ylphenyl)-1-piperidyl]-2-oxo-acetamide